C(C)(=O)N1CCC(CC1)NCC=1C=CC(=NC1OC)C=1C(=C(C=CC1)C1=C(C(=NC=C1)C1=CC(=C(CNCCC(=O)O)C=C1)OC)Cl)Cl 3-((4-(4-(3-(5-(((1-acetylpiperidin-4-yl)amino)methyl)-6-methoxypyridin-2-yl)-2-chlorophenyl)-3-chloropyridin-2-yl)-2-methoxybenzyl)amino)propanoic acid